N-(2-methyl-5-(methyl-d3)-4,5-dihydro-2H-pyrazolo[4,3-c][1,7]naphthyridin-6-yl)cyclopropanecarboxamide CN1N=C2C(CN(C=3C(=NC=CC23)NC(=O)C2CC2)C([2H])([2H])[2H])=C1